OC1=C(C=O)C(=CC=C1)OC[C@H]1N(CCOC1)C(C1=C(N=CC=C1)CCOC)=O (S)-2-hydroxy-6-((4-(2-(2-methoxyethyl)nicotinoyl)morpholin-3-yl)methoxy)benzaldehyde